CN1CCN(CC1)C(=O)C1C(C2CCC1C2C(=O)C(=O)O)C(=O)O 3-(4-methylpiperazine-carbonyl)-7-oxalobicyclo[2.2.1]heptane-2-carboxylic acid